C1(=CC=CC=C1)S(=O)(=O)OC=1C=C(C=CC1)NC(=O)NC1=CC(=CC=C1)OS(=O)(=O)C1=C(C=C(C=C1C)C)C N-[3-(benzenesulfonyloxy)phenyl]-N'-[3-(mesitylenesulfonyloxy)phenyl]urea